{4-[(3,5-Difluoro-phenylamino)-methyl]-2,6-dimethyl-phenyl}-carbamic acid propyl ester C(CC)OC(NC1=C(C=C(C=C1C)CNC1=CC(=CC(=C1)F)F)C)=O